C(C)C1=NC(=CC=C1[C@H]1CCC[C@@H](O1)CC(=O)OC)C=1N=NN(C1CO)C |o1:8,12| methyl 2-((2R,6R) or (2S,6S)-6-(2-ethyl-6-(5-(hydroxymethyl)-1-methyl-1H-1,2,3-triazol-4-yl)pyridin-3-yl)tetrahydro-2H-pyran-2-yl)acetate